NC1=CC=C2C(=N1)C1([C@H](OC2=O)C)CC1 |o1:8| (R or S)-2'-amino-7'-methyl-5'H,7'H-spiro[cyclopropane-1,8'-pyrano[4,3-b]pyridin]-5'-one